N-((1R)-3-Cyano-3-azabicyclo[3.2.0]heptan-1-yl)-5-(4-phenoxypyridin-3-yl)thiazol-2-carboxamid C(#N)N1C[C@]2(CCC2C1)NC(=O)C=1SC(=CN1)C=1C=NC=CC1OC1=CC=CC=C1